N-{1-[5-(2-{[(2,2-difluoroethyl)(methyl)amino]methyl}phenyl)thiophen-2-yl]ethyl}-6,7-dimethoxy-2-methylquinazolin-4-amine FC(CN(C)CC1=C(C=CC=C1)C1=CC=C(S1)C(C)NC1=NC(=NC2=CC(=C(C=C12)OC)OC)C)F